NCC=1OC2=C(C1)C=C(C=C2C(=O)OCC(F)(F)F)C 2,2,2-trifluoroethyl 2-(aminomethyl)-5-methylbenzofuran-7-carboxylate